C(C)(C)C=1C=NN2C1N=C(N=C2NC2CCC(CC2)C(=O)OC2CN(CC2)C(=O)OCC2=CC=CC=C2)NC2CCOCC2 benzyl 3-(((1r,4r)-4-((8-isopropyl-2-((tetrahydro-2H-pyran-4-yl)amino)pyrazolo[1,5-a][1,3,5]triazin-4-yl)amino)cyclohexane-1-carbonyl)oxy)pyrrolidine-1-carboxylate